3,7,11-trimethyl-1,5,9-cyclododecatriene CC1C=CCC(C=CCC(C=CC1)C)C